ClC=1C(=CC(=NC1)NC(N)=O)C1=C2N(N=C1)CC(C2)(C)C 3-(5-chloro-4-(5,5-dimethyl-5,6-dihydro-4H-pyrrolo[1,2-b]pyrazol-3-yl)pyridin-2-yl)urea